2,3,5,6-tetrafluoro-4-(phenylthio)pyridine FC1=NC(=C(C(=C1F)SC1=CC=CC=C1)F)F